[4-[4-chloro-3-(trifluoromethyl)phenoxy]-2,5-dimethylphenyl]-N-ethyl-N-methylformamide ClC1=C(C=C(OC2=CC(=C(C=C2C)C(=O)N(C)CC)C)C=C1)C(F)(F)F